N2-[2-[2-(2-aminoethoxy)ethoxy]ethyl]-N4-cyclopentyl-6-(4-trifluoromethoxy-phenyl)-1,3,5-triazine-2,4-diamine NCCOCCOCCNC1=NC(=NC(=N1)NC1CCCC1)C1=CC=C(C=C1)OC(F)(F)F